9-(4-chloro-2-fluoro-phenyl)-2,3-dimethyl-7-[rac-(2R,4S)-2-(2-methyl-4-pyridyl)tetrahydropyran-4-yl]pyrimido[1,2-b]pyridazin-4-one ClC1=CC(=C(C=C1)C=1C=2N(N=C(C1)[C@@H]1C[C@@H](OCC1)C1=CC(=NC=C1)C)C(C(=C(N2)C)C)=O)F |r|